ClC=1C(=NC=CC1)N1N=C(C=C1C(=O)O)C1=CC=CC=C1 1-(3-chloropyridin-2-yl)-3-phenyl-1H-pyrazole-5-carboxylic acid